1-((1r,3r)-3-fluorocyclopentyl)-3-(2-methyl-6-oxo-1,6-dihydropyridin-3-yl)-7-(trifluoromethyl)-2,3-dihydroquinazolin-4(1H)-one F[C@H]1C[C@@H](CC1)N1CN(C(C2=CC=C(C=C12)C(F)(F)F)=O)C1=C(NC(C=C1)=O)C